8-[(Piperidin-4-ylmethyl)-amino]-6-pyridin-4-yl-imidazo[1,2-a]pyrazine-2-carboxylic acid ethyl ester C(C)OC(=O)C=1N=C2N(C=C(N=C2NCC2CCNCC2)C2=CC=NC=C2)C1